CN(CCN(C)CCN(C)C)C bis(2-dimethylaminoethyl)(methyl)amine